1,3,5-tris(3,5-di-tert-butyl-4-hydroxyphenyl-propionyl)hexahydro-1,3,5-triazine C(C)(C)(C)C=1C=C(C=C(C1O)C(C)(C)C)CCC(=O)N1CN(CN(C1)C(CCC1=CC(=C(C(=C1)C(C)(C)C)O)C(C)(C)C)=O)C(CCC1=CC(=C(C(=C1)C(C)(C)C)O)C(C)(C)C)=O